C(C)(C)(C)OC([C@@H](CCC(C)I)NC(=O)OC(C)(C)C)=O.C(CC#C)NC(C1=CC=C(C=C1)N[C@@H]1C[C@@H](N(C2=CC=CC=C12)C(CC)=O)C)=O N-(but-3-yn-1-yl)-4-(((2s,4r)-2-methyl-1-propionyl-1,2,3,4-tetrahydroquinolin-4-yl)amino)benzamide tert-butyl-(2R)-2-((tert-butoxycarbonyl)amino)-5-iodohexanoate